C(C1=CC=CC=C1)OC1=C(C=C2C=CN=C(C2=C1)Cl)C#N 7-(benzyloxy)-1-chloroisoquinoline-6-carbonitrile